ClC1=CN=C2N1C=C(C=N2)C=2C=CN1N=C(N=CC12)N[C@@H]1C[C@H](C1)N1CCOCC1 5-(3-chloroimidazo[1,2-a]pyrimidin-6-yl)-N-(trans-3-morpholinocyclobutyl)pyrrolo[2,1-f][1,2,4]triazin-2-amine